ClC=1C=C(C=C2C(=C(C=NC12)C#N)NC(C(C)(C)C)([2H])[2H])N[C@@]([2H])(C=1C=NC(=CC1)F)C=1N=NN(C1)C1CC1 (S)-8-chloro-6-(((1-cyclopropyl-1H-1,2,3-triazol-4-yl)(6-fluoropyridin-3-yl)methyl-d)amino)-4-((2,2-dimethylpropyl-1,1-d2)amino)quinoline-3-carbonitrile